C(#N)C1=CC=C(C=C1)N1N=C(C=C1C(=O)O)C(=O)OCC (4-cyanophenyl)-3-(ethoxycarbonyl)-1H-pyrazole-5-carboxylic acid